6,7-dihydro-1H-pyrrolo[2,3-c]pyridine-2-carboxamide N1C(=CC2=C1CNC=C2)C(=O)N